benzo[g][3,1]benzoxazin-4-one N1=COC(C2=C1C=C1C(=C2)C=CC=C1)=O